SCCC(=O)OCC(COC(CCS)=O)(COC(CCS)=O)COC(CCS)=O Pentaerythritol tetra(3-mercapto propionate)